sodium tert-pentanolate C(C)(C)(CC)[O-].[Na+]